S(=O)(=O)(O)O[C@@H](C=O)[C@@H](O)[C@@H](O)[C@H](O)COS(=O)(=O)O D-galactose 2,6-disulfate